CN1C([C@@H](NCC1)C)=O (S)-1,3-dimethylpiperazin-2-one